tert-butyl 4-(6-((4-((tert-butoxycarbonyl)amino)cyclohexyl)oxy)-4-iodopyridin-2-yl)piperazine-1-carboxylate C(C)(C)(C)OC(=O)NC1CCC(CC1)OC1=CC(=CC(=N1)N1CCN(CC1)C(=O)OC(C)(C)C)I